N1(CCC1)C1=CC2=C(N(C(=N2)C=2C(=C(C(=C(C2)OC)O)O)C)C2CCC2)C=C1 4-(5-(azetidin-1-yl)-1-cyclobutyl-1H-benzo[d]imidazol-2-yl)-6-methoxy-3-methylbenzene-1,2-diol